C(C)OC1=C(C(=O)ON2C(CCC2=O)=O)C=CC=C1 2,5-Dioxopyrrolidin-1-yl 2-ethoxybenzoate